1-Boc-amino-8-acetamido-6-aminopyrrolo[4,3,2-de]quinoline C(=O)(OC(C)(C)C)N1C(C=2C=CN=C3C(=CC(=C1C23)NC(C)=O)N)N